OC1=C(C=C(C=C1)/C=C/C(=O)OCC(COC=1C(=C2CCC(OC2=C(C1C)C)(CCCC(CCCC(CCCC(C)C)C)C)C)C)O)OC 2-Hydroxy-3-((2,5,7,8-tetramethyl-2-(4,8,12-trimethyltridecyl)chroman-6-yl)oxy)propyl (E)-3-(4-hydroxy-3-methoxyphenyl)acrylate